1-(3-(5-bromothiophene-2-carboxamido)cyclohexyl)N-isopropyl-(pyridin-2-yl)-1H-benzo[d]imidazole-5-carboxamide BrC1=CC=C(S1)C(=O)NC1CC(CCC1)N1C(=NC2=C1C=CC(=C2)C(=O)NC(C)C)C2=NC=CC=C2